N[C@@H]1C[C@@H]2[C@@H](N(C(N2)=O)C=2SC3=C(N2)C2=C(C=C3)OCC2)C1 |r| rac-(3aR,5R,6aS)-5-Amino-1-(7,8-dihydrofuro[3,2-e][1,3]benzothiazol-2-yl)hexahydrocyclopenta[d]imidazol-2(1H)-one